(6-(1H-benzo[d]imidazol-2-yl)pyridin-2-yl)(6-amino-3-azabicyclo[3.1.0]hex-3-yl)methanone N1C(=NC2=C1C=CC=C2)C2=CC=CC(=N2)C(=O)N2CC1C(C1C2)N